COC=1C=C2C(=CCOC2=CC1)C=1N=CNC1 4-(6-methoxy-2H-chromen-4-yl)-1H-imidazole